O=S1(CCN(CC1)CC=1N=NN(C1)CCOCCOCCOCCOCCC=C(C(=O)N)C)=O (14-(4-((1,1-dioxidothiomorpholino)methyl)-1H-1,2,3-triazol-1-yl)-3,6,9,12-tetraoxatetradecyl)methacrylamide